[N+](=O)([O-])C1=CC=C(OP(=O)(OC2=CC=CC=C2)N[C@@H](C)C(=O)OC2CCC(CC2)(F)F)C=C1 4,4-difluorocyclohexyl ((4-nitrophenoxy)(phenoxy)phosphoryl)-L-alaninate